(2S)-2-hydroxy-3-methyl-N-[(3r,4r)-4-methyl-1-[8-(trifluoromethyl)quinolin-5-yl]pyrrolidin-3-yl]butyramide benzyl-(3-aminopropyl)carbamate hydrochloride salt Cl.C(C1=CC=CC=C1)N(C(O)=O)CCCN.O[C@H](C(=O)N[C@H]1CN(C[C@H]1C)C1=C2C=CC=NC2=C(C=C1)C(F)(F)F)C(C)C